3-[5-(Prop-2-yl)-1,3-thiazol-2-yl]-5-[(3S)-tetrahydrofuran-3-yloxy]-N-{(1R)-1-[2-(trifluoromethyl)pyrimidin-5-yl]ethyl}benzamide CC(C)C1=CN=C(S1)C=1C=C(C(=O)N[C@H](C)C=2C=NC(=NC2)C(F)(F)F)C=C(C1)O[C@@H]1COCC1